FC1=C(C=C2C(N(C(N(C2=C1)C1CCN(CC1)C=O)=O)CC=1C=CC(=NC1)C=1C=C(C#N)C=CC1)=O)OC(CF)CF 3-[5-({7-fluoro-6-[2-fluoro-1-(fluoromethyl)ethoxy]-1-(1-formylpiperidin-4-yl)-2,4-dioxo-1,4-dihydroquinazolin-3(2H)-yl}methyl)pyridin-2-yl]benzonitrile